3-(4-(4-((5-bromo-4-((5-(dimethylphosphono)quinoxalin-6-yl)amino)pyrimidin-2-yl)amino)-5-Methoxy-2-(1-methyl-1H-pyrazol-4-yl)phenyl)piperazin-1-yl)azetidine-1-carboxylate BrC=1C(=NC(=NC1)NC1=CC(=C(C=C1OC)N1CCN(CC1)C1CN(C1)C(=O)[O-])C=1C=NN(C1)C)NC=1C(=C2N=CC=NC2=CC1)P(=O)(OC)OC